8-bromo-3-chloro-6,7-difluoroquinoline BrC=1C(=C(C=C2C=C(C=NC12)Cl)F)F